O1CCN(CC1)CCCOC(=O)C12CCC(CC1)(CC2)NC(=O)C2=NN1C(N=CC=C1C1=CC(=C(C=C1)OC)OC)=C2.NC=2C=C(C=CC2)/N=N/C=2C=C(C=CC2)C(C)=O (E)-1-{3-[(3-aminophenyl)diazenyl]Phenyl}ethan-1-one 3-morpholinopropyl-4-(7-(3,4-dimethoxyphenyl)pyrazolo[1,5-a]pyrimidine-2-carboxamido)bicyclo[2.2.2]octane-1-carboxylate